(Z)-2-(2,6-Dioxopiperidin-3-yl)-5-(4-(6-(4-(1-(4-hydroxyphenyl)-2-phenylbut-1-en-1-yl)phenoxy)hexyl)piperazin-1-yl)isoindolin-1,3-dion O=C1NC(CCC1N1C(C2=CC=C(C=C2C1=O)N1CCN(CC1)CCCCCCOC1=CC=C(C=C1)\C(=C(\CC)/C1=CC=CC=C1)\C1=CC=C(C=C1)O)=O)=O